CS(=O)(=O)N1CC(C1)N 1-methanesulfonylazetidin-3-amine